C(C)(C)(C)N(C(O)=O)CC(CCC(=O)C1=CC2=CC=CC=C2C=C1)C.C(O)C(CC)(CO)CO 1,1,1-trimethylolpropane tert-butyl-(2-methyl-5-(naphthalen-2-yl)-5-oxopentyl)carbamate